C1(=CC=CC=C1)C1NC2=CC=C(C=C2CC1)OC(F)(F)F 2-phenyl-6-(trifluoromethoxy)-1,2,3,4-tetrahydroquinoline